tert-butyl 4-[[[4-[[(7R)-8-cyclopentyl-7-ethyl-5-methyl-6-oxo-7H-pteridin-2-yl]amino]-3-methoxy-benzoyl]amino]methyl]piperidine-1-carboxylate C1(CCCC1)N1[C@@H](C(N(C=2C=NC(=NC12)NC1=C(C=C(C(=O)NCC2CCN(CC2)C(=O)OC(C)(C)C)C=C1)OC)C)=O)CC